FC(F)(F)C1=NC=CC(=C1C(=O)N)C1=CC=NC=C1 (trifluoromethyl)-[4,4'-bipyridine]-3-carboxamide